tert-butyl (R)-(1-(5-fluoro-1H-indol-3-yl)propan-2-yl)carbamate FC=1C=C2C(=CNC2=CC1)C[C@@H](C)NC(OC(C)(C)C)=O